(S)-4-amino-3-bromo-7-fluoro-N-methyl-N-(6-(trifluoromethyl)-2,3-dihydrobenzofuran-3-yl)imidazo[1,5-a]quinoxaline-8-carboxamide NC=1C=2N(C3=CC(=C(C=C3N1)F)C(=O)N([C@@H]1COC3=C1C=CC(=C3)C(F)(F)F)C)C=NC2Br